N1C=C(C2=CC=CC=C12)C[C@H](C(N[C@@H](CCCC1=CC=CC=C1)B1OC(C(O1)(C)C)(C)C)=O)NC(=O)C1=NC=CN=C1 N-((R)-3-(1H-indol-3-yl)-1-oxo-1-(((R)-4-phenyl-1-(4,4,5,5-tetramethyl-1,3,2-dioxaborolan-2-yl)butyl)amino)propan-2-yl)pyrazine-2-carboxamide